4-(2,6-difluoropyridin-4-yl)-2-(3-(2-((1,5-dimethyl-1H-pyrazol-3-yl)amino)-5-methylpyrimidin-4-yl)-1H-indol-7-yl)isoindolin-1-one FC1=NC(=CC(=C1)C1=C2CN(C(C2=CC=C1)=O)C=1C=CC=C2C(=CNC12)C1=NC(=NC=C1C)NC1=NN(C(=C1)C)C)F